(2R,3R,3aS,6S,6aR)-6-((2-amino-3-bromoquinolin-7-yl)methyl)-2-(4-methyl-7H-pyrrolo[2,3-d]pyrimidin-7-yl)tetrahydrofuro[3,4-b]furan-3,3a(4H)-diol NC1=NC2=CC(=CC=C2C=C1Br)C[C@@H]1OC[C@]2([C@@H]1O[C@H]([C@@H]2O)N2C=CC1=C2N=CN=C1C)O